OCCS(=O)(=O)NC=1C(=C(C(=O)N)C=CC1)N1CCC2(CC2)CC1 (2-hydroxyethylsulfonylamino)-2-(6-azaspiro[2.5]octane-6-yl)benzamide